ClC1=C(C=CC=C1)SN=C=O 2-chlorophenyl-thioisocyanate